9,10-dihydro-9-oxa-10-phospha-phenanthrene-10-oxide C1=CC=CC=2C3=CC=CC=C3OP(C12)=O